(S)-tert-butyl (6-(pyridin-3-yl)isochroman-1-yl)methylcarbamate N1=CC(=CC=C1)C=1C=C2CCO[C@@H](C2=CC1)CNC(OC(C)(C)C)=O